P(=O)(OC#CC1=CC=CC=C1)([O-])[O-] 2-Phenylethynyl phosphate